OC1=CC=C(C(=O)C=2C=C(C(=O)O)C=CC2)C=C1 3-(4-hydroxybenzoyl)benzoic acid